C(C(\C=C\CCCCCCCC)C(=O)O)C(=O)O trans-3-dodecene-1,2-dicarboxylic acid